2-diazo-1-(6-fluorochroman-2-yl)ethanone [N+](=[N-])=CC(=O)C1OC2=CC=C(C=C2CC1)F